isopropyl-6-nitrobenzene-1,3-diamine C(C)(C)C1=C(C(=CC=C1N)[N+](=O)[O-])N